[Cl-].[Cl-].C[SiH](C)[Zr+2](C1C(=CC2=CC=CC=C12)C)C1C(=CC2=CC=CC=C12)C Dimethylsilylbis(2-methyl-indenyl)zirconium dichloride